BrC=1C=C(C(=NC1)I)OC 5-bromo-2-iodo-3-methoxy-pyridine